C(C)OC(C)C1=C(N)C=C(C=C1)C 2-(1-ethoxyethyl)-5-methylaniline